bis(2,6-dimethoxybenzoyl)(2,4,4-trimethylpentylphosphine) oxide COC1=C(C(=O)P(CC(CC(C)(C)C)C)(C(C2=C(C=CC=C2OC)OC)=O)=O)C(=CC=C1)OC